C(C)(C)(C)C1=CC=C(C=C1)SC1=CC=C(C=C1)S(=O)(=O)O 4-(4-(tert-butyl)phenylsulfanyl)-benzenesulfonic acid